Cl.NCCCCCCCCCNC(C[C@H]1C=2N(C3=C(C(=N1)C1=CC=C(C=C1)Cl)C(=C(S3)C)C)C(=NN2)C)=O (S)-N-(9-aminononyl)-2-(4-(4-chlorophenyl)-2,3,9-trimethyl-6H-thieno[3,2-f][1,2,4]triazolo[4,3-a][1,4]diazepin-6-yl)acetamide hydrochloride